5-chloro-N-(3-cyclopropyl-5-((3,5-dimethylpiperazin-1-yl)methyl)phenyl)-4-(6-methyl-1H-indol-3-yl)pyrimidin-2-amine ClC=1C(=NC(=NC1)NC1=CC(=CC(=C1)CN1CC(NC(C1)C)C)C1CC1)C1=CNC2=CC(=CC=C12)C